BrC=1C=CC2=C(N=C(O2)C)C1 5-bromo-2-methyl-1,3-benzoxazole